N-[gamma-maleimidobutyloxy]succinimide C1(C=CC(N1C(CCON1C(CCC1=O)=O)C)=O)=O